tert-Butyl (2S,4S)-2-acetyl-4-methoxypyrrolidine-1-carboxylate C(C)(=O)[C@H]1N(C[C@H](C1)OC)C(=O)OC(C)(C)C